ClC1=C(C=C(C=C1)N1N=CC(=C1)C(C(=O)NC1=NNC(=C1)C1CC1)C)C 2-(1-(4-chloro-3-methylphenyl)-1H-pyrazol-4-yl)-N-(5-cyclopropyl-1H-pyrazol-3-yl)propanamide